tert-Butyl ((6-(hydroxymethyl)pyridin-3-yl)methyl)carbamate OCC1=CC=C(C=N1)CNC(OC(C)(C)C)=O